(R)-7-((3-(8-amino-4-(trifluoromethyl)pyrido[3,4-d]pyrimidin-2-yl)phenyl)ethynyl)-6,7-dihydro-5H-cyclopenta[B]pyridin-7-ol NC1=NC=CC2=C1N=C(N=C2C(F)(F)F)C=2C=C(C=CC2)C#C[C@@]2(CCC=1C2=NC=CC1)O